FC(OC1=CC(=NN1)NC1=NC(=CN=C1)O[C@@H]1[C@@](CN(CC1)C)(C)F)F N-(5-(difluoromethoxy)-1H-pyrazol-3-yl)-6-(((3S,4S)-3-fluoro-1,3-dimethylpiperidin-4-yl)oxy)pyrazin-2-amine